[Si](C)(C)(C(C)(C)C)OC(C#N)COC=1C=C2C=CC(=NC2=CC1)Cl 2-((tert-butyldimethylsilyl)oxy)-3-((2-chloroquinolin-6-yl)oxy)propionitrile